methyl 3-{4-[2-oxo-4-(2,2,2-trifluoroethyl)piperazin-1-yl]-1H-pyrazol-1-yl}bicyclo[1.1.1]pentane-1-carboxylate O=C1N(CCN(C1)CC(F)(F)F)C=1C=NN(C1)C12CC(C1)(C2)C(=O)OC